C(=O)O.C(=O)O.C(N)N methylenediamine diformate